2,2'-azo-bis-(2,4-dimethyl-valeronitril) N(=NC(C#N)(CC(C)C)C)C(C#N)(CC(C)C)C